FC(CN1C(=NC=2C1=NC(=CC2)C=2C=CN1N=C(N=CC12)NC1CC(C1)(C)NC(CC)=O)C)F N-((1r,3r)-3-((5-(3-(2,2-difluoroethyl)-2-methyl-3H-imidazo[4,5-b]pyridin-5-yl)pyrrolo[2,1-f][1,2,4]triazin-2-yl)amino)-1-methylcyclobutyl)propionamide